BrCC(=O)NC=1SC2=C(N1)C=CC(=C2)OC(F)(F)F 2-bromo-N-(6-trifluoromethoxybenzo[d]thiazol-2-yl)acetamide